FC(C(=O)O)(F)F.N1=CC(=C2N1C=CC=C2)C#N pyrazolo[1,5-a]pyridine-3-carbonitrile trifluoroacetate